N-(6-Chloro-1-(5-chloro-2-methoxyphenyl)-1H-pyrazolo[4,3-c]pyridin-3-yl)acetamide ClC1=CC2=C(C=N1)C(=NN2C2=C(C=CC(=C2)Cl)OC)NC(C)=O